pyridinium (2S,5R)-N'-(methoxyacetyl)-7-oxo-6-(sulfooxy)-1,6-diazabicyclo[3.2.1]octane-2-carbohydrazide COCC(=O)NNC(=O)[C@H]1N2C(N([C@H](CC1)C2)OS(=O)(=O)O)=O.[NH+]2=CC=CC=C2